N-{1-Cyclooctylidene-2-oxo-2-[(2-oxospiro[1H-indole-3,4'-oxane]-6-yl)amino]ethyl}-2-methylpyrazole-3-carboxamide C1(CCCCCCC1)=C(C(NC1=CC=C2C(=C1)NC(C21CCOCC1)=O)=O)NC(=O)C=1N(N=CC1)C